ClC=1C=C(C(=NC1)N1C([C@H](N(C(C1)=O)CC1=CC=C(C=C1)C)C1COC1)=O)C (R)-1-(5-chloro-3-methyl-pyridin-2-yl)-4-(4-methyl-benzyl)-3-(oxetan-3-yl)-piperazine-2,5-dione